N-(2-chloro-6-methylphenyl)-2-((6-(4-(3-((2-(2,6-dioxopiperidin-3-yl)-1-oxoisoindolin-4-yl)oxy)propanoyl)piperazin-1-yl)-2-methylpyrimidin-4-yl)amino)thiazole-5-carboxamide ClC1=C(C(=CC=C1)C)NC(=O)C1=CN=C(S1)NC1=NC(=NC(=C1)N1CCN(CC1)C(CCOC1=C2CN(C(C2=CC=C1)=O)C1C(NC(CC1)=O)=O)=O)C